(3-fluoro-5-(4-(trifluoromethyl)phenoxy)phenyl)acrylamide FC=1C=C(C=C(C1)OC1=CC=C(C=C1)C(F)(F)F)C(C(=O)N)=C